1,5-dimethoxyanthracene COC1=CC=CC2=CC3=C(C=CC=C3C=C12)OC